Methyl (1S)-3'-hydroxy-3-oxo-3'-(trifluoromethyl)-2',3'-dihydrospiro[cyclohexane-1,1'-indene]-4-carboxylate OC1(C[C@]2(C3=CC=CC=C13)CC(C(CC2)C(=O)OC)=O)C(F)(F)F